2-(morpholin-4-yl)-7-(trifluoromethyl)-N-({5-[4-(trifluoromethyl)phenyl]-1H-imidazol-2-yl}methyl)imidazo[2,1-f][1,2,4]triazin-4-amine N1(CCOCC1)C1=NN2C(C(=N1)NCC=1NC(=CN1)C1=CC=C(C=C1)C(F)(F)F)=NC=C2C(F)(F)F